rac-(2s,3r)-4-[2-(difluoromethoxy)-4-fluoro-phenyl]-2,3-dimethyl-2-(trifluoromethyl)-3H-furan-5-carboxylic acid ethyl ester C(C)OC(=O)C1=C([C@H]([C@](O1)(C(F)(F)F)C)C)C1=C(C=C(C=C1)F)OC(F)F |r|